6-{[4-(2-hydroxypropan-2-yl)pyridin-2-yl]amino}-4-{[3-methoxy-4-(2-methyl-2H-1,2,3-triazol-4-yl)pyridin-2-yl]amino}-N-(2H3)methylpyridazine-3-carboxamide OC(C)(C)C1=CC(=NC=C1)NC1=CC(=C(N=N1)C(=O)NC([2H])([2H])[2H])NC1=NC=CC(=C1OC)C1=NN(N=C1)C